C(CC)#N.[N].[S] sulfur nitrogen propionitrile